8-methyl-6-(morpholin-4-yl)-4-{[(1R)-1-[3-(trifluoromethyl)phenyl]-ethyl]amino}-7H,8H-pyrido[2,3-d]pyrimidin-7-one CN1C(C(=CC2=C1N=CN=C2N[C@H](C)C2=CC(=CC=C2)C(F)(F)F)N2CCOCC2)=O